5-fluoro-1-(hydroxymethyl)-4-(trifluoromethyl)-1H-indazol-6-ol FC=1C(=C2C=NN(C2=CC1O)CO)C(F)(F)F